tert-butyl 3-(7-bromo-5,8-difluoro-2-(((2R,7aS)-2-fluorotetrahydro-1H-pyrrolizin-7a(5H)-yl)methoxy)-6-(methoxymethoxy)quinazolin-4-yl)-3,8-diazabicyclo[3.2.1]octane-8-carboxylate BrC1=C(C(=C2C(=NC(=NC2=C1F)OC[C@]12CCCN2C[C@@H](C1)F)N1CC2CCC(C1)N2C(=O)OC(C)(C)C)F)OCOC